ClC=1SC2=C(N1)C(=CC(=C2)Cl)F 2,6-dichloro-4-fluoro-1,3-benzothiazole